(5-chloro-2-{[(3S)-3-(morpholin-4-ylmethyl)-3,4-dihydroisoquinolin-2(1H)-yl]carbonyl}phenyl)-N-(4-cyanophenyl)-1,2-dimethyl-1H-pyrrole-3-carboxamide ClC=1C=CC(=C(C1)C=1C(=C(N(C1)C)C)C(=O)NC1=CC=C(C=C1)C#N)C(=O)N1CC2=CC=CC=C2C[C@H]1CN1CCOCC1